(1s,2r,5r)-3-azabicyclo[3.1.0]hex-2-ylmethanol hydrochloride Cl.[C@H]12[C@@H](NC[C@@H]2C1)CO